6-(7,8-dimethyl-[1,2,4]triazolo[4,3-b]pyridazin-6-yl)-3-(3-fluorophenoxy)-5,6,7,8-tetrahydro-1,6-naphthyridine CC1=C(C=2N(N=C1N1CC=3C=C(C=NC3CC1)OC1=CC(=CC=C1)F)C=NN2)C